2-[[6-(3-cyanophenyl)-2-oxo-3H-imidazo[4,5-b]pyridin-1-yl]methyl]benzonitrile C(#N)C=1C=C(C=CC1)C=1C=C2C(=NC1)NC(N2CC2=C(C#N)C=CC=C2)=O